2-anilino-5,5-dimethylhexanoic acid mesylate S(C)(=O)(=O)O.N(C1=CC=CC=C1)C(C(=O)O)CCC(C)(C)C